CC1(CC1)C1CN=C2N1C1=CC=CC=C1C(N2)=O (1-methylcyclopropyl)-5-oxo-1,2,4,5-tetrahydroimidazo[1,2-a]quinazoline